3-iodo-7-(methylsulfonyl)-1H-indole-6-carboxylic acid methyl ester COC(=O)C1=CC=C2C(=CNC2=C1S(=O)(=O)C)I